2-(4-isobutylphenyl)-N-phenylpropionamide C(C(C)C)C1=CC=C(C=C1)C(C(=O)NC1=CC=CC=C1)C